5-chloro-4-[(6,7-dichloro-2,2-dioxo-4,9-dihydro-1H-pyrrolo[3,2-h][2,1,3]benzothiadiazin-3-yl)methyl]-1H-pyridin-2-one ClC=1C(=CC(NC1)=O)CN1S(NC2=C(C1)C=C(C1=C2NC=C1Cl)Cl)(=O)=O